OC1=C(C(=CC=C1)C=O)C=O 3-Hydroxybenzene-1,2-dicarbaldehyde